(Z)-3,7,11-trimethyldodec-1,6,10-trien-3-ol CC(C=C)(CC\C=C(/CCC=C(C)C)\C)O